(3S)-1-{[4-(but-2-yn-1-yloxy)phenyl]sulfonyl}pyrrolidine-3-thiol C(C#CC)OC1=CC=C(C=C1)S(=O)(=O)N1C[C@H](CC1)S